N1(N=CC2=C1CNC2)C2=CC=C(CN1C3=NC(=NC=C3NC1=O)C1=C(C=CC=C1)C(C)C)C=C2 9-(4-(5,6-dihydropyrrolo[3,4-c]pyrazol-1(4H)-yl)benzyl)-2-(2-isopropylphenyl)-7,9-dihydro-8H-purin-8-one